(tetrahydro-2H-pyran-4-yl)-7,8-dihydroimidazo[1,2-a]pyrazin-6(5H)-one O1CCC(CC1)C=1N=C2N(CC(NC2)=O)C1